[2-(4-fluorophenyl)ethyl]piperazine FC1=CC=C(C=C1)CCN1CCNCC1